p-n-propyl-benzaldehyde C(CC)C1=CC=C(C=O)C=C1